C(CCCCC(C)C)P(OP(O)(O)CCCCCC(C)C)(O)O.OCC(CO)(CO)CO pentaerythritol diisooctyl-diphosphite